CN1C(C(=CC(=C1)B1OC(C(O1)(C)C)(C)C)NC1=NC=NC=C1)=O 1-Methyl-3-(pyrimidin-4-ylamino)-5-(4,4,5,5-tetramethyl-1,3,2-dioxaborolan-2-yl)pyridin-2(1H)-one